Methyl 2-(1-(cyclopropylmethyl)-1H-pyrrolo-[2,3-b]pyridin-2-yl)-4-methoxy-3-methylpyrazolo[1,5-a]pyridine-6-carboxylate C1(CC1)CN1C(=CC=2C1=NC=CC2)C2=NN1C(C(=CC(=C1)C(=O)OC)OC)=C2C